[N+](=O)([O-])[O-].[K+].O water potassium nitrate